5-bromo-3-((2-methylpyridin-4-yl)methoxy)pyrazin-2-amine BrC=1N=C(C(=NC1)N)OCC1=CC(=NC=C1)C